3-[2-(8-chloro-4-oxo-chromen-2-yl)-4-methyl-5-(trifluoromethoxy)phenoxy]propanoic acid ClC=1C=CC=C2C(C=C(OC12)C1=C(OCCC(=O)O)C=C(C(=C1)C)OC(F)(F)F)=O